(S)-2-((((9H-fluoren-9-yl)methoxy)carbonyl)amino)-3-(5-chloro-2-(5-methyl-1,3,4-thiadiazol-2-yl)phenyl)propanoic acid C1=CC=CC=2C3=CC=CC=C3C(C12)COC(=O)N[C@H](C(=O)O)CC1=C(C=CC(=C1)Cl)C=1SC(=NN1)C